C(C)(C)N1CCC(CC1)NC1=NC(=NC2=CC(=C(C=C12)OC)OCCCN1CCCC1)N1N=CC=C1 N-(1-isopropylpiperidin-4-yl)-6-methoxy-2-(1H-pyrazol-1-yl)-7-(3-(pyrrolidin-1-yl)propoxy)quinazolin-4-amine